BrC1=C(C=C(C(=C1)OC)OC)C1CC(CC(C1)=O)=O 5-(2-bromo-4,5-dimethoxyphenyl)-1,3-cyclohexanedione